ClC1=C(C(=CC(=C1)C1=NC=C2N1CCN(C2)C(C=C)=O)F)C2=C(C=CC=C2O)F 1-(3-(2-Chloro-2',6-difluoro-6'-hydroxy-[1,1'-biphenyl]-4-yl)-5,6-dihydroimidazo[1,5-a]pyrazin-7(8H)-yl)prop-2-en-1-one